(2R)-1-{(2S)-6-[5-(difluoromethyl)pyridin-2-yl]-7-methyl-3,4-dihydro-1H-spiro[1,8-naphthyridine-2,3'-pyrrolidin]-1'-yl}-2-(5-fluoro-2-methoxypyridin-4-yl)propan-1-one FC(C=1C=CC(=NC1)C=1C=C2CC[C@]3(CN(CC3)C([C@H](C)C3=CC(=NC=C3F)OC)=O)NC2=NC1C)F